C(=O)C1=CC=C(C(=O)OC2=C(C=C(C=C2)Br)Br)C=C1 2,4-dibromophenyl 4-formylbenzoate